3-(4-((7-((R)-3-(4-amino-3-(4-phenoxyphenyl)-1H-pyrazolo[3,4-d]pyrimidin-1-yl)piperidin-1-yl)-7-oxoheptyl)thio)-1-oxoisoindoline-2-yl)piperidine-2,6-dione NC1=C2C(=NC=N1)N(N=C2C2=CC=C(C=C2)OC2=CC=CC=C2)[C@H]2CN(CCC2)C(CCCCCCSC2=C1CN(C(C1=CC=C2)=O)C2C(NC(CC2)=O)=O)=O